CN1C(=C(C2=CC=CC=C12)C1=NC(=NC=C1)Cl)C 1,2-dimethyl-3-(2-chloro-4-pyrimidinyl)indole